C(C)(C)NC\C=C(\CCCC(CCCC(CCCC(C)C)C)C)/C (E)-1-isopropylamino-3,7,11,15-tetramethyl-2-hexadecene